C1(CC1)C=1OC(=CN1)C(=O)N1[C@@H](C2=C(CC1)NC=N2)C2=NN1C(C(=CC=C1)C(F)(F)F)=C2 (S)-(2-cyclopropyloxazol-5-yl)(4-(4-(trifluoromethyl)pyrazolo[1,5-a]pyridin-2-yl)-1,4,6,7-tetrahydro-5H-imidazo[4,5-c]pyridin-5-yl)methanone